(2E,4E)-5-(3,5-dimethoxyphenyl)-1-(piperidin-1-yl)penta-2,4-dien-1-one COC=1C=C(C=C(C1)OC)/C=C/C=C/C(=O)N1CCCCC1